2-((3RS,4RS)-4-((4-(Ethyl(((1r,4R)-4-(trifluoromethyl)cyclohexyl)-methyl)amino)-7H-pyrrolo[2,3-d]pyrimidin-7-yl)methyl)-3-hydroxypiperidin-1-yl)acetamide C(C)N(C=1C2=C(N=CN1)N(C=C2)C[C@@H]2[C@H](CN(CC2)CC(=O)N)O)CC2CCC(CC2)C(F)(F)F |r|